ClC=1C=C(C=CC1C#N)N1CC2(C[C@@H]1C)CCN(CC2)C2=CC=C(C(=O)N1CCC(CC1)CN1CCN(CC1)C1=CC=C(C(=O)NC3C(NC(CC3)=O)=O)C=C1)C=C2 4-(4-((1-(4-((S)-2-(3-Chloro-4-cyanophenyl)-3-methyl-2,8-diazaspiro[4.5]decan-8-yl)benzoyl)piperidin-4-yl)methyl)piperazin-1-yl)N-(2,6-dioxopiperidin-3-yl)benzamide